1-methyl-3-(4-methylpentyl)-3-cyclohexencarboxaldehyde CC1(CC(=CCC1)CCCC(C)C)C=O